FC(C=1C(=C(C=CC1)C(C(S(=O)(=O)C1=CC=CC=C1)(F)F)NS(=O)C(C)(C)C)F)F N-(1-(3-(difluoromethyl)-2-fluorophenyl)-2,2-difluoro-2-(benzenesulfonyl)ethyl)-2-methylpropane-2-sulfinamide